ClN1SC2=C(C1)C=CC=C2 2-chlorobenzo[d]isothiazole